[Si](C)(C)(C(C)(C)C)OCC1=C[C@H]([C@H]2[C@@H]1OC(O2)(C)C)N2N=CC=1C2=NC(=NC1N)C 1-((3AS,4R,6aR)-6-(((tert-butyldimethylsilyl)oxy)methyl)-2,2-dimethyl-3a,6a-dihydro-4H-cyclopenta[d][1,3]dioxol-4-yl)-6-methyl-1H-pyrazolo[3,4-d]pyrimidin-4-amine